5'-(2-(tert-butoxy)-1-hydroxy-2-oxoethyl)-2'-fluoro-4-methoxy-[1,1'-biphenyl]-3-carboxylic acid C(C)(C)(C)OC(C(O)C=1C=CC(=C(C1)C1=CC(=C(C=C1)OC)C(=O)O)F)=O